N-[(6-cyano-3-methoxy-2-methyl-pyridin-4-yl)methyl]-6-(difluoromethoxy)-5-fluoropyridine-3-carboxamide C(#N)C1=CC(=C(C(=N1)C)OC)CNC(=O)C=1C=NC(=C(C1)F)OC(F)F